6-fluoropicolinonitrile FC1=CC=CC(=N1)C#N